(S)-3-amino-N-(benzo[d]isothiazol-6-yl)-2-(4-(hydroxymethyl)phenyl)propanamide NC[C@@H](C(=O)NC1=CC2=C(C=NS2)C=C1)C1=CC=C(C=C1)CO